2-([1,2,4]triazolo[4,3-a]pyridin-7-yl)acetaldehyde N=1N=CN2C1C=C(C=C2)CC=O